N=1N2C(=CC1)CCC2 (S)-5,6-dihydro-4H-pyrrolo[1,2-b]pyrazole